C(C)(C)(C)OC(=O)N[C@H](C)C1=CC(=C(C(=O)OC)C=C1)CO methyl (R)-4-(1-((tert-butoxycarbonyl)amino)ethyl)-2-(hydroxymethyl)benzoate